C(C1=CC=CC=C1)OC(=O)N1CCC=2C(=C(C(=NC2C1)OC(CN(C)C)C)C#N)N1CCN(CC1)C(=O)OC(C)(C)C benzyl-4-(4-(tert-butoxycarbonyl)piperazin-1-yl)-3-cyano-2-((1-(dimethylamino)propan-2-yl)oxy)-5,8-dihydro-1,7-naphthyridine-7(6H)-carboxylate